3-[[5-[3-(Difluoromethyl)-4-fluoro-phenyl]-2-methoxy-3-pyridyl]methyl]oxazolidin-2-one FC(C=1C=C(C=CC1F)C=1C=C(C(=NC1)OC)CN1C(OCC1)=O)F